OC1=C(C(=CC=C1)C1=CC=CC=C1)S(=O)[O-] hydroxy-[1,1'-biphenyl]-2-sulfinate